S(C#N)C1=CNC2=CC=C(C=C12)C(F)(F)F 3-Thiocyano-5-(trifluoromethyl)-indole